C(C)(C)(C)OC(=O)N1CC(C1)(C(NC1=NC=C(C=C1)C1=NC(=CN=C1)OCC)=O)C1=NC(=NC=C1)NS(=O)(=O)C1CC1 3-(2-(cyclopropanesulfonylamino)pyrimidin-4-yl)-3-((5-(6-ethoxypyrazin-2-yl)pyridin-2-yl)carbamoyl)azetidine-1-carboxylic acid tert-butyl ester